CC(CN1N=CC=C1)(C)S 2-methyl-1-(1H-pyrazol-1-yl)propane-2-thiol